N-[3-[(2,3-dihydroxypropyl)(3-isotridecyloxypropyl)amino]propyl]myristoleamide OC(CN(CCCNC(CCCCCCC\C=C/CCCC)=O)CCCOCCCCCCCCCCC(C)C)CO